C(C)OC(C(C)(C)OC1=C(C=C(C=C1C)CN1CCN(CC1)C1=NC=C(C=C1)Br)C)=O 2-(4-((4-(5-bromopyridin-2-yl)piperazin-1-yl)methyl)-2,6-dimethylphenoxy)-2-methylpropanoic acid ethyl ester